NCCCCCCC(=O)N[C@H](C(=O)N1C\C(\C(/C(/C1)=C/C1=CC=C(C=C1)[N+](=O)[O-])=O)=C/C1=CC=C(C=C1)[N+](=O)[O-])CC1=CC=CC=C1 7-amino-N-((S)-1-(3,5-bis((E)-4-nitrobenzylidene)-4-oxopiperidin-1-yl)-1-oxo-3-phenylpropan-2-yl)heptanamide